C(#N)C=1C(=NC(=C(C1CC)C#N)N1CCN(CC1)CC1=COC=C1)SC(C(=O)N)C1=CC=CC=C1 2-((3,5-dicyano-4-ethyl-6-(4-(furan-3-ylmethyl)piperazin-1-yl)pyridin-2-yl)thio)-2-phenylacetamide